N-(2-(2-(2-(2-azidoethoxy)ethoxy)ethoxy)ethyl)-2-chloro-5-(methylsulfonyl)benzamide N(=[N+]=[N-])CCOCCOCCOCCNC(C1=C(C=CC(=C1)S(=O)(=O)C)Cl)=O